1-tert-butyl 2-methyl 2-allyl-3,3-dimethylindoline-1,2-dicarboxylate C(C=C)C1(N(C2=CC=CC=C2C1(C)C)C(=O)OC(C)(C)C)C(=O)OC